2-amino-4-chloro-6-oxopiperidine-3-carboxylic acid methyl ester COC(=O)C1C(NC(CC1Cl)=O)N